(R)-(4-(4-(difluoromethyl)pyrazolo[1,5-a]pyridin-2-yl)-6,7-dihydro-1H-imidazo[4,5-c]pyridin-5(4H)-yl)(5-(1-methyl-1H-pyrazol-5-yl)-1,3,4-oxadiazol-2-yl)methanone FC(C=1C=2N(C=CC1)N=C(C2)[C@@H]2N(CCC1=C2N=CN1)C(=O)C=1OC(=NN1)C1=CC=NN1C)F